C(C#CC)(=O)N1CC(CCC1)C=1C=C(C=CC1)NCC1=CC=C(C=C1)NC1=NC=C(C(=N1)NC1=C(C(=O)NC)C=CC=C1)C(F)(F)F 2-((2-((4-(((3-(1-(2-butynoyl)piperidin-3-yl)phenyl)amino)methyl)phenyl)amino)-5-(trifluoromethyl)pyrimidin-4-yl)amino)-N-methylbenzamide